1,5-bis(vinylsulfonyl)-3-pentanol C(=C)S(=O)(=O)CCC(CCS(=O)(=O)C=C)O